Cl.CC1=C(C=CC=C1C1=NN=C(O1)C=1C=C(CNCCC(=O)N)C=CC1)C1=CC=CC=C1 3-((3-(5-(2-methyl-[1,1'-biphenyl]-3-yl)-1,3,4-oxadiazol-2-yl)benzyl)amino)propanamide hydrochloride